(2S)-N-benzyl-2-(3-(dimethylamino)-2,5-dioxopyrrolidin-1-yl)propanamide succinate C(CCC(=O)O)(=O)O.C(C1=CC=CC=C1)NC([C@H](C)N1C(C(CC1=O)N(C)C)=O)=O